[Na+].[Na+].[Cl-].[K+].[Cl-].[Cl-] potassium chloride, disodium salt